C(C)(C)C1=C(C=CC=C1)N1/C(/SCC1=O)=N/N=C/C1=CC=C(C=C1)N1N=C(C(=C1)C(=O)NC1=CC=C(C=C1)OC(F)(F)F)C 1-[4-[(E)-[(Z)-[3-(2-isopropylphenyl)-4-oxo-thiazolidin-2-ylidene]hydrazono]methyl]phenyl]-3-methyl-N-[4-(trifluoromethoxy)phenyl]pyrazole-4-carboxamide